2,4,6-nonanetrial CC(CC(CC(CCC)=O)=O)=O